O.[K+].[K+].P(=O)([O-])([O-])O[C@@H]1[C@H](O)[C@@H](O)[C@H](O)[C@H](O1)CO α-D-Glucose 1-phosphate dipotassium salt hydrate